C(C)(C)(C)OC(=O)N([C@H](C(=O)O)C)C (S)-2-((tert-butoxycarbonyl)(methyl)amino)propanoic acid